CN1C[C@H](CC1)OC1=NC2=CC=CC=C2C(=N1)N1CCNCC1 (((S)-1-methylpyrrolidin-3-yl)oxy)-4-(piperazin-1-yl)quinazoline